CN(C1CC(NC(C1)(C)C)(C)C)C1=CC=C2C(=N1)OCC=1C=C(C=CC12)C=1C=NN(C1)C1OCCCC1 N,2,2,6,6-pentamethyl-N-[8-[1-(oxan-2-yl)pyrazol-4-yl]-6H-isochromeno[3,4-b]pyridin-3-yl]piperidin-4-amine